C(C)(C)C1=C(NC2=CC=C(C=C12)C1CCC(CC1)C(=O)N1CCCCC1)C=1C=C(C=2N(C1)N=CN2)C (4-(3-isopropyl-2-(8-methyl-[1,2,4]triazolo[1,5-a]pyridin-6-yl)-1H-indol-5-yl)cyclohexyl)(piperidin-1-yl)methanone